carbonate lead-zinc [Zn+2].[Pb+2].C([O-])([O-])=O.C([O-])([O-])=O